1-(8Z,11Z,14Z-eicosatrienoyl)-2-dodecanoyl-glycero-3-phospho-(1'-sn-glycerol) CCCCCCCCCCCC(=O)O[C@H](COC(=O)CCCCCC/C=C\C/C=C\C/C=C\CCCCC)COP(=O)(O)OC[C@H](CO)O